4-[2-Cyclopropyl-6-(4,5-difluoro-6-{[(oxetan-3-ylmethyl)amino]methyl}-1-oxo-3H-isoindol-2-yl)pyridin-4-yl]-3-(4-methyl-1,2,4-triazol-3-yl)benzonitrile C1(CC1)C1=NC(=CC(=C1)C1=C(C=C(C#N)C=C1)C1=NN=CN1C)N1C(C2=CC(=C(C(=C2C1)F)F)CNCC1COC1)=O